(R)-ethyl 12-hydroxy-3,3-dimethyl-8-oxo-11-(trifluoromethoxy)-2,3,8,13b-tetrahydro-1H-pyrido[2,1-a]pyrrolo[1,2-c]phthalazine-7-carboxylate OC1=CC=2[C@@H]3N(N4C(C2C=C1OC(F)(F)F)=CC(C(=C4)C(=O)OCC)=O)C(CC3)(C)C